C(C)(C)(C)OC(=O)N(CCOCCO)CCOCCOCCN(CC)CC(=O)OCC 16-(2-ethoxy-2-oxo-ethyl)-1,4,10,13-tetraoxa-7,16-diaza-octadecane-7-carboxylic acid tert-butyl ester